Cl.C(C)OC(=O)C=1C=NN(C1C(F)F)C1CNCC(C1)(F)F 5-(difluoromethyl)-1-[5,5-difluoropiperidin-3-yl]-1H-pyrazole-4-carboxylic acid ethyl ester hydrochloride